FC1=CC=CC(=C1C(=O)N)OC(C)C 6-fluoro-2-isopropoxybenzamide